(3-(3-amino-6-bromopyrazine-2-carboxamido)-2-(2-(2-Hydroxyethoxy)ethoxy)benzyl)(methyl)carbamic acid tert-butyl ester C(C)(C)(C)OC(N(C)CC1=C(C(=CC=C1)NC(=O)C1=NC(=CN=C1N)Br)OCCOCCO)=O